C(C)OC1(C(CCC1)O)C(F)(F)F 2-ethoxy-2-(trifluoromethyl)cyclopentan-1-ol